6-allyl-7-(1-propionyl-2-hydroxy-1-propenyl)-1-p-methylbenzenesulfonyl-2,3,4,5-tetrahydro-1H-azepine C(C=C)C=1CCCCN(C1C(=C(C)O)C(CC)=O)S(=O)(=O)C1=CC=C(C=C1)C